2-bromo-3-chloro-7-(trifluoromethyl)-5H,6H,7H-pyrazolo[1,5-a]pyrazin-4-one BrC1=NN2C(C(NCC2C(F)(F)F)=O)=C1Cl